C(#N)C=1C=C(C=CC1)C=1N=C(SC1)NC(C1=CC=C(C=C1)OCC=1C(=NOC1C)C)=O N-(4-(3-cyanophenyl)thiazol-2-yl)-4-((3,5-dimethylisoxazol-4-yl)methoxy)benzamide